2-hydroxybutanesulfonic acid tributylamine salt C(CCC)N(CCCC)CCCC.OC(CS(=O)(=O)O)CC